O=C1NCC(C1=C(CCC(=O)NNC1=C(C=CC=C1)F)NC1=CC=CC=C1)=O 4-(2,4-dioxopyrrolidin-3-ylidene)-N'-(2-fluorophenyl)-4-(phenylamino)butyryl-hydrazine